C(C)N1C(N(C(C(=C1)C(=O)NC1=CC(=C(C=C1)OC1=C2C(=NC=C1)NN=C2N[C@@H](CO)C)F)=O)C2=CC=C(C=C2)F)=O (R)-1-ethyl-N-(3-fluoro-4-((3-((1-hydroxypropan-2-yl)amino)-1H-pyrazolo[3,4-b]pyridin-4-yl)oxy)phenyl)-3-(4-fluorophenyl)-2,4-dioxo-1,2,3,4-tetrahydropyrimidine-5-carboxamide